S(=O)(=O)(O)O.ClC1=CC=C(C=C1)C1=C(C=CC=C1)N 4'-chloro-2-aminobiphenyl sulfate